CC=1N=C(SC1)[C@@H]1[C@H](C1)C(=O)Cl |r| rac-(1S*,2S*)-2-(4-methylthiazol-2-yl)cyclopropane-1-carbonyl chloride